OC1=C(C=CC(=C1)C(F)(F)F)C1=C(C=C(N=N1)C(=O)C1CN(CCC1)C)C (6-(2-hydroxy-4-(trifluoromethyl)phenyl)-5-methylpyridazin-3-yl)(1-methylpiperidin-3-yl)methanone